OCCOCCC=1C=C(C=CC1N1CCN(CC1)C)NC=1N=CC2=C(N1)NC(C=C2C#C[Si](C(C)C)(C(C)C)C(C)C)=O (3-[2-(2-hydroxyethoxy)ethyl]-4-(4-methylpiperazin-1-yl)phenylamino)-5-[2-(triisopropylsilyl)ethynyl]-8H-pyrido[2,3-d]pyrimidin-7-one